1-((1-(2-(dimethylamino)-4-(1H-pyrazol-4-yl)phenyl)piperidin-4-yl)methyl)pyrrolidin-2-one CN(C1=C(C=CC(=C1)C=1C=NNC1)N1CCC(CC1)CN1C(CCC1)=O)C